[Br-].CN1N=N[N+](=C1C)C=1SC=CN1 4,5-dimethyl-1-thiazole-2-yl-tetrazolium bromide